C(C(=C)C)(=O)OCCOC(=O)C1=CC=2C(=NN(N2)C2=CC3=C(OCO3)C=C2O)C=C1 2-(methacryloyloxy)ethyl-2-(6-hydroxybenzo[1,3]dioxole-5-yl)-2H-benzotriazole-5-carboxylate